(Z)-1,3-Bis(4-hydroxyphenyl)prop-2-en-1-one OC1=CC=C(C=C1)C(\C=C/C1=CC=C(C=C1)O)=O